O=S1(CC2(C1)CCN(CC2)C2=C(C=C(C=C2F)N2C(O[C@H](C2)CNC(C)=O)=O)F)=O (S)-N-((3-(4-(2,2-dioxido-2-thia-7-azaspiro[3.5]nonan-7-yl)-3,5-difluorophenyl)-2-oxooxazolidin-5-yl)methyl)acetamide